ClC=1C(=NC=C(C1)C(F)(F)F)N1C(SC2=C1C=CC(=C2)OC(C(=O)Cl)CCCC)=O 2-(3-(3-chloro-5-(trifluoromethyl)pyridin-2-yl)-2-oxo-2,3-dihydrobenzothiazol-6-yloxy)hexanoyl chloride